N-[(1s,4s)-4-{[2-(difluoromethyl)imidazo[1,2-a]pyridin-5-yl]amino}cyclohexyl]quinoline-8-carboxamide FC(C=1N=C2N(C(=CC=C2)NC2CCC(CC2)NC(=O)C=2C=CC=C3C=CC=NC23)C1)F